NC1=C(C=C(C=N1)NC(C(=O)N1[C@H](CC[C@@H](C1)C)C=1C=CC2=C(N=C(S2)C2(CCN(CC2)C)OC)C1)=O)CC N-(6-amino-5-ethylpyridin-3-yl)-2-((2R,5S)-2-(2-(4-methoxy-1-methylpiperidin-4-yl)benzo[d]thiazol-5-yl)-5-methylpiperidin-1-yl)-2-oxoacetamide